6-(3-bromo-1-(3-chloropyridin-2-yl)-1H-pyrazole-5-carboxamido)-N-(cyclopropylmethyl)pyrazolo[1,5-a]pyridine-7-carboxamide BrC1=NN(C(=C1)C(=O)NC=1C=CC=2N(C1C(=O)NCC1CC1)N=CC2)C2=NC=CC=C2Cl